ethylpyridine-3,5-dicarbonitrile, hydrochloride Cl.C(C)C1=NC=C(C=C1C#N)C#N